C(C)OC(=O)C=1C=2N(C=CC1Cl)C(=NC2)C2=CC(=CC(=C2)C)F 7-chloro-3-(3-fluoro-5-methylphenyl)imidazo[1,5-a]Pyridine-8-carboxylic acid ethyl ester